3-(3-Chloro-4-fluorophenyl)-1-methyl-1-(3-methyl-6-oxo-1,2,3,4,5,6-hexahydrophenanthridin-1-yl)urea ClC=1C=C(C=CC1F)NC(N(C1CC(CC=2NC(C3=CC=CC=C3C12)=O)C)C)=O